The molecule is an organic heterotetracyclic compound obtained via intramolecular oxidative aromatic coupling of cyclo(L-tyrosyl-L-tyrosyl). It has a role as a metabolite. It is a polyphenol, an organic heterotetracyclic compound and a member of 2,5-diketopiperazines. It derives from a cyclo(L-tyrosyl-L-tyrosyl). C1[C@H]2C(=O)N[C@@H](CC3=CC(=C(C=C3)O)C4=C(C=CC1=C4)O)C(=O)N2